(1R,3S,5S)-2-(2-(3-acetyl-7-allyl-5-(2-methylpyrimidin-5-yl)-1H-indazol-1-yl)acetyl)-5-((allyloxy)methyl)-N-(6-bromo-3-methylpyridin-2-yl)-2-azabicyclo[3.1.0]hexane-3-carboxamide C(C)(=O)C1=NN(C2=C(C=C(C=C12)C=1C=NC(=NC1)C)CC=C)CC(=O)N1[C@@H]2C[C@@]2(C[C@H]1C(=O)NC1=NC(=CC=C1C)Br)COCC=C